((3aR,5R,6R,6aR)-6-hydroxy-2,2-dimethyl-6-(trifluoromethyl) tetrahydrofuro[2,3-d][1,3]dioxol-5-yl)methyl benzoate C(C1=CC=CC=C1)(=O)OC[C@@H]1[C@@]([C@@H]2[C@@H](OC(O2)(C)C)O1)(C(F)(F)F)O